1,3,5-tris(p-formylphenyl)Benzene C1=CC(=CC=C1C=O)C2=CC(=CC(=C2)C3=CC=C(C=C3)C=O)C4=CC=C(C=C4)C=O